Ethyl 7-bromo-3-isopropylimidazo[1,5-a]pyridine-1-carboxylate BrC1=CC=2N(C=C1)C(=NC2C(=O)OCC)C(C)C